4-(2-(methoxymethoxy)-4-(trifluoromethyl)phenyl)-N-(1-(oxetan-3-yl)piperidin-3-yl)pyrazolo[1,5-d][1,2,4]triazin-7-amine COCOC1=C(C=CC(=C1)C(F)(F)F)C=1C=2N(C(=NN1)NC1CN(CCC1)C1COC1)N=CC2